C(C)(C)(C)OC(=O)N1C[C@@H](CCC1)N(C(C1=CC=C(C=C1)C=1C=NN2C1N=CC=C2)=O)C2=[N+](C=CC1=CC=CC=C21)[O-] (R)-1-(N-(1-(tert-butoxycarbonyl)piperidin-3-yl)-4-(pyrazolo[1,5-a]pyrimidin-3-yl)benzamido)isoquinoline 2-oxide